C(C)(C)(C)OC(=O)N1CC(C1)C1=CC=C(CN2C[C@H](CC2)C(=O)OC)C=C1 methyl (S)-1-(4-(1-(tert-butoxycarbonyl)azetidin-3-yl)benzyl)pyrrolidine-3-carboxylate